CC(=O)NC(=O)C DIACETAMIDE